1-(1-(1-(piperidin-4-ylmethyl)piperidin-4-yl)-1H-indol-4-yl)dihydropyrimidine-2,4(1H,3H)-dione N1CCC(CC1)CN1CCC(CC1)N1C=CC2=C(C=CC=C12)N1C(NC(CC1)=O)=O